C(C(C)C)C1(OCC(O1)CO)C 2-isobutyl-4-hydroxymethyl-2-methyl-1,3-dioxolane